[2-({[(3-fluoro(2-pyridyl))cyclobutyl]methyl}amino)pyrimidin-5-yl]-N-(3-fluorophenyl)carboxamide FC=1C(=NC=CC1)C1(CCC1)CNC1=NC=C(C=N1)C(=O)NC1=CC(=CC=C1)F